ClC1=CC=C(C(=N1)C(=O)OC(C)(C)C)NC(C)C=1C=C(C=C2C(N(C(=NC12)N1CC2=NC=CN=C2C1)C)=O)C Tert-Butyl 6-chloro-3-[1-[2-(5,7-dihydropyrrolo[3,4-b]pyrazin-6-yl)-3,6-dimethyl-4-oxoquinazolin-8-yl]ethylamino]pyridine-2-carboxylate